3-(1,2,5,6-tetrahydropyridin-3-yl)-1H-indole N1CC(=CCC1)C1=CNC2=CC=CC=C12